4-(4-bromophenoxy)-3-fluorophenol BrC1=CC=C(OC2=C(C=C(C=C2)O)F)C=C1